C(C)OC(=O)C1(CN(CC1)C(=O)OC(C)(C)C)C1=NC(=CC(=C1)C(F)(F)F)Cl 3-[6-chloro-4-(trifluoromethyl)-2-pyridinyl]pyrrolidine-1,3-dicarboxylic acid O1-tert-butyl ester O3-ethyl ester